C(#N)C1=C(SC2=C1C(=NC=C2F)C=2C1=C(C=3C=NC(=NC3C2F)N2C[C@@H]([C@H](C2)N(C)C(C)C)O)COC1)NC(OC(C)(C)C)=O tert-Butyl (3-cyano-7-fluoro-4-(5-fluoro-3-((3S,4S)-3-hydroxy-4-(isopropyl(methyl)amino) pyrrolidin-1-yl)-7,9-dihydrofuro[3,4-f]quinazolin-6-yl)thieno[3,2-c]pyridin-2-yl)carbamate